2-(tert-butyl) 3-ethyl (S)-1-oxo-2-azaspiro[4.4]nonane-2,3-dicarboxylate O=C1N([C@@H](CC12CCCC2)C(=O)OCC)C(=O)OC(C)(C)C